ethyl (2,4,6-trimethylbenzoyl) phenylphosphonite C1(=CC=CC=C1)P(OCC)OC(C1=C(C=C(C=C1C)C)C)=O